tertbutyl (3S,5R)-3-(2-bromo-6-chloropyridin-4-yl)-5-(trifluoromethyl)piperazine-1-carboxylate BrC1=NC(=CC(=C1)[C@H]1CN(C[C@@H](N1)C(F)(F)F)C(=O)OC(C)(C)C)Cl